F[C@@H]1CC2=CC=3CCCC3C(=C2C1)NC(=O)N=[S@](=O)(N)C=1C=NN2C1O[C@@H](C2)C (R,2R)-N'-(((R)-2-fluoro-1,2,3,5,6,7-hexahydro-s-indacen-4-yl)carbamoyl)-2-methyl-2,3-dihydropyrazolo[5,1-b]oxazole-7-sulfonimidamide